1-benzhydrylpiperazine C(C1=CC=CC=C1)(C1=CC=CC=C1)N1CCNCC1